Cl.NC(C(=O)N1CCN(CC1)C(=O)NC1=NC(N(C=C1)[C@@H]1CC[C@H](CC1)CN1CC2C(C2C1)N)=O)(C)C 4-(2-Amino-2-methylpropanoyl)-N-(1-(trans-4-((exo-6-amino-3-azabicyclo[3.1.0]hexan-3-yl)methyl)cyclohexyl)-2-oxo-1,2-dihydropyrimidin-4-yl)piperazine-1-carboxamide hydrochloride salt